NCC=1C=NC(=NC1)C1=C(C=C(C#N)C=C1)C(=O)C=1C(=NN(C1)CC1CC1)C 4-[5-(aminomethyl)pyrimidin-2-yl]-3-[1-(cyclopropylmethyl)-3-methylpyrazole-4-carbonyl]benzonitrile